2,6-dimethyl-3-(3-Methyl-2-buten-1-yl)-p-benzoquinone CC=1C(C(=CC(C1CC=C(C)C)=O)C)=O